1-(2-nitrobenzyl)-1H-pyrrole-2-carbaldehyde [N+](=O)([O-])C1=C(CN2C(=CC=C2)C=O)C=CC=C1